N(=C=O)CCC(C(C(=O)[O-])(N=C=O)CCN=C=O)CCC(N=C=O)N=C=O 2-isocyanatoethyl-2,6-diisocyanatoethyl-2,6-diisocyanatocaproate